(4-methyl-3,4-dihydro-2H-1,4-benzoxazin-6-yl)methan-amine CN1CCOC2=C1C=C(C=C2)CN